3-FORMYL-1H-INDAZOLE-5-CARBOXYLIC ACID C(=O)C1=NNC2=CC=C(C=C12)C(=O)O